NC=1C(NC=2C3=C(C(=CC2C1C1=C2C=NNC2=C(C=C1)F)C)N=C(S3)C)=O 7-Amino-6-(7-fluoro-1H-indazol-4-yl)-2,4-dimethyl-9H-[1,3]thiazolo[4,5-h]quinolin-8-one